2-chloro-N-hydroxyacetimidamide ClCC(NO)=N